methyl 3-Fluoro-5-(((1-(4-(trifluoromethyl)phenyl)-1H-1,2,3-triazol-4-yl)methyl)amino)benzoate FC=1C=C(C(=O)OC)C=C(C1)NCC=1N=NN(C1)C1=CC=C(C=C1)C(F)(F)F